tert-butyl-4-{3-[(3s,5s,7s)-adamantan-1-yl]ureido}piperidine-1-carboxylic acid tert-butyl ester C(C)(C)(C)OC(=O)N1C(CC(CC1)NC(=O)NC12CC3CC(CC(C1)C3)C2)C(C)(C)C